trans-3-(trifluoromethyl)cyclobutan-1-amine FC([C@@H]1C[C@H](C1)N)(F)F